1-N-Boc-Propargyl-Piperazine C(=O)(OC(C)(C)C)N1C(CNCC1)CC#C